BrC1=CC=C(C=C1)[C@@H]1[C@@H]2CN(CC(CCN2[C@@H]1CO)CN(C)C)C(=O)NC1=CC=C(C=C1)OC (8R,9R,10S)-9-(4-bromophenyl)-4-[(dimethylamino)methyl]-10-(hydroxymethyl)-N-(4-methoxyphenyl)-1,6-diazabicyclo[6.2.0]decane-6-carboxamide